5-[(E)-2-methoxyvinyl]-2-methyl-pyridine CO/C=C/C=1C=CC(=NC1)C